5-(6-amino-9H-purin-9-yl)-1-(4-hydroxy-3-methoxyphenyl)decan-3-one NC1=C2N=CN(C2=NC=N1)C(CC(CCC1=CC(=C(C=C1)O)OC)=O)CCCCC